COC1=CC(=CC2=C1OC(CO2)(C)C=2C=NC(=CC2)OC)CN2C=NC=1C2=NC=C(C1)C#CC(C)(N)C 4-(3-((8-methoxy-2-(6-methoxypyridin-3-yl)-2-methyl-2,3-dihydrobenzo[b][1,4]dioxin-6-yl)methyl)-3H-imidazo[4,5-b]pyridin-6-yl)-2-methylbut-3-yn-2-amine